8-(3-(methylsulfonyl)phenyl)-2-(2-phenoxyacetyl)-1,3,4,12a-tetrahydrobenzo[e]pyrazino[1,2-a][1,4]diazepine-6,12(2H,11H)-dione CS(=O)(=O)C=1C=C(C=CC1)C1=CC2=C(NC(C3N(C2=O)CCN(C3)C(COC3=CC=CC=C3)=O)=O)C=C1